C(C)(C)(C)OC(CCCC=1C=NC(=CC1N(C)C(=O)OC(C)(C)C)OC)=O 4-[4-[tert-Butoxycarbonyl-(methyl)amino]-6-methoxy-3-pyridinyl]butanoic acid tert-butyl ester